(R)-(7-(4-fluorobenzoyl)-8-methyl-3-(3-methyl-1,2,4-thiadiazol-5-yl)-5,6,7,8-tetrahydroimidazo[1,5-a]pyrazin-1-yl)-N-[2-((tetrahydro-2H-pyran-2-yl)oxy)ethyl]acetamide FC1=CC=C(C(=O)N2C(C=3N(CC2)C(=NC3CC(=O)NCCO[C@H]3OCCCC3)C3=NC(=NS3)C)C)C=C1